(2S)-2-[4-chloro-2-(4-butoxy-4,5-dihydroisoxazol-3-yl)phenoxy]butanoic acid ethyl ester C(C)OC([C@H](CC)OC1=C(C=C(C=C1)Cl)C1=NOCC1OCCCC)=O